2-(1-(adamantan-1-ylmethyl)-5-methyl-1H-pyrazol-4-yl)-7-(6-(benzo[d]thiazol-2-ylamino)pyridazin-3-yl)pyrazolo[5,1-b]thiazole-3-carboxylic acid ethyl ester C(C)OC(=O)C=1N2C(SC1C=1C=NN(C1C)CC13CC4CC(CC(C1)C4)C3)=C(C=N2)C=2N=NC(=CC2)NC=2SC3=C(N2)C=CC=C3